C(C)(C)OC1=C(C=C(C=C1)OC)C1=CC=NO1 5-(2-Isopropoxy-5-methoxyphenyl)isoxazol